3-fluoro-6-picolinamide FC=1C=NC(=CC1)C(=O)N